4-N-HydroxyCytidine ONC1=NC(N([C@H]2[C@H](O)[C@H](O)[C@@H](CO)O2)C=C1)=O